OCCNC1=C2N=CN(C2=NC=N1)[C@@H]1O[C@@H]([C@H]([C@H]1O)O)CI (2R,3R,4S,5S)-2-(6-((2-hydroxyethyl)amino)-9H-purin-9-yl)-5-(iodomethyl)tetrahydrofuran-3,4-diol